NC1=CC(=C(C(=O)O)C=C1)C=1N=NNN1 4-amino-2-(2H-tetrazol-5-yl)benzoic acid